OC1(CCN(CC1)C(=O)OC(C)(C)C)CN1C=NN2C(C1=O)=CC(=C2)NC(=O)C=2N=C(SC2)C2=CC=CC=C2 tert-Butyl 4-hydroxy-4-((4-oxo-6-(2-phenylthiazole-4-carboxamido)pyrrolo[2,1-f][1,2,4]triazin-3(4H)-yl)methyl)piperidine-1-carboxylate